4-amino-7-(tert-butyl)-N-(4-((methoxy-d3)-methyl)phenyl)-7H-pyrrolo[2,3-d]pyrimidine-5-carboxamide NC=1C2=C(N=CN1)N(C=C2C(=O)NC2=CC=C(C=C2)COC([2H])([2H])[2H])C(C)(C)C